C(CCCCC)(=O)C(O)[C@H](N)[C@H](O)[C@H](O)CCCCCCCCCCCCCC caproyl-phytosphingosine